1-(2,2-Difluoroethyl)-6-((2R,5S)-2-methyl-5-(((2-(trifluoromethyl)pyridin-3-yl)oxy)methyl)piperidin-1-yl)-1H-pyrazolo[3,4-b]pyrazine FC(CN1N=CC=2C1=NC(=CN2)N2[C@@H](CC[C@@H](C2)COC=2C(=NC=CC2)C(F)(F)F)C)F